pyrazolo[1,5-a]pyridine dihydrochloride Cl.Cl.N1=CC=C2N1C=CC=C2